(S)-1-cyclopropyl-6,8-difluoro-7-(4-tert-butoxycarbonyl-3-(1-hydroxyethyl)-1-piperazinyl)-1,4-dihydro-4-oxoquinoline-3-carboxylic acid C1(CC1)N1C=C(C(C2=CC(=C(C(=C12)F)N1C[C@H](N(CC1)C(=O)OC(C)(C)C)C(C)O)F)=O)C(=O)O